NC1=C(C=NN1[C@@H](CO)C)S(=O)(=O)NC=1C=CC(=C2C(=CNC12)C#N)Cl 5-amino-N-(4-chloro-3-cyano-1H-indol-7-yl)-1-[(1R)-2-hydroxy-1-methylethyl]pyrazole-4-sulfonamide